CC1=C(C=CC(=C1)B1OC(C(O1)(C)C)(C)C)N1CCN(CC1)C(=O)OC(C)(C)C tert-butyl 4-[2-methyl-4-(4,4,5,5-tetramethyl-1,3,2-dioxaborolan-2-yl)phenyl]piperazine-1-carboxylate